methyl 5-(1-cyclohexen-1-yl)-6-(trifluoromethyl)-2-pyridinecarboxylate C1(=CCCCC1)C=1C=CC(=NC1C(F)(F)F)C(=O)OC